(R)-4-(3-bromo-8-((methylsulfonyl)methyl)imidazo[1,2-b]pyridazin-6-yl)-3-methylmorpholine BrC1=CN=C2N1N=C(C=C2CS(=O)(=O)C)N2[C@@H](COCC2)C